ClC1=CC2=C(NC(=N2)CSC2=NC3=NC=CN=C3C(N2CCC2=CC=CC=C2)=O)C=C1 2-(((5-Chloro-1H-benzo[d]imidazol-2-yl)methyl)thio)-3-phenethylpteridin-4(3H)-one